tert-butyl 4-(4-(((5-methyl-1H-benzo[d]imidazol-2-yl)methyl)amino)pyrazolo[1,5-a][1,3,5]triazin-2-yl)piperazine-1-carboxylate CC1=CC2=C(NC(=N2)CNC2=NC(=NC=3N2N=CC3)N3CCN(CC3)C(=O)OC(C)(C)C)C=C1